C(C)(C)C=1C(=NNC1C=1C=C(C=2N(C1)N=CN2)C)CNC 1-(4-isopropyl-5-(8-methyl-[1,2,4]triazolo[1,5-a]pyridin-6-yl)-1H-pyrazol-3-yl)-N,N-dimethylamine